5-(1-methyl-1H-pyrazol-3-carboxamido)-2-oxohexandiamid CN1N=C(C=C1)C(=O)NC(CCC(C(=O)N)=O)C(=O)N